[2-(2-pyridyl)cyclopropyl]-[(5S,7S)-7-fluoro-5-phenyl-6,7-dihydro-5H-pyrrolo[1,2-b][1,2,4]triazol-2-yl]methanone N1=C(C=CC=C1)C1C(C1)C(=O)C=1N=C2N(N1)[C@@H](C[C@@H]2F)C2=CC=CC=C2